BrC1=C(C=CC=C1F)NC(=O)N[C@@H](C)C=1N(N=CN1)C1=NC=CC=N1 1-(2-bromo-3-fluoro-phenyl)-3-[(1S)-1-(2-pyrimidin-2-yl-1,2,4-triazol-3-yl)ethyl]urea